[5-(4-aminocinnolin-7-yl)-2-methyl-4-pyrazol-1-ylphenyl]boronic acid NC1=CN=NC2=CC(=CC=C12)C=1C(=CC(=C(C1)B(O)O)C)N1N=CC=C1